4-Amino-N-(2-methylpropyl)benzamide NC1=CC=C(C(=O)NCC(C)C)C=C1